ClC1=C(C=CC(=C1)CN(C(OC(C)(C)C)=O)CCC(=O)NCCCNC1=C2C=NN(C2=CC(=C1)C1=C(N=CN1)C)C1OCCCC1)C1=CC=CC=C1 tert-butyl ((2-chloro-[1,1'-biphenyl]-4-yl)methyl)(3-((3-((6-(4-methyl-1H-imidazol-5-yl)-1-(tetrahydro-2H-pyran-2-yl)-1H-indazol-4-yl)amino)propyl)amino)-3-oxopropyl)carbamate